N-[2-(3,4-dihydro-2H-quinolin-1-yl)-2-oxoethyl]-2-[[3-[(Z)-hydroxyiminomethyl]phenyl]carbamoylamino]-N-quinolin-8-ylacetamide N1(CCCC2=CC=CC=C12)C(CN(C(CNC(NC1=CC(=CC=C1)\C=N/O)=O)=O)C=1C=CC=C2C=CC=NC12)=O